4-(((4-(2,4-dioxotetrahydropyrimidin-1(2H)-yl)-2-fluorobenzyl)(methyl)amino)methyl)-N-(4-methyl-3-((4-(pyridin-3-yl)pyrimidin-2-yl)amino)phenyl)benzamide O=C1N(CCC(N1)=O)C1=CC(=C(CN(C)CC2=CC=C(C(=O)NC3=CC(=C(C=C3)C)NC3=NC=CC(=N3)C=3C=NC=CC3)C=C2)C=C1)F